C(CC)C=1OC=2C(C1)=C(C=CC2)C(=O)N propylbenzofuran-4-carboxamide